2-fluoropropane-1,3-diol FC(CO)CO